triphenylen-2,7-diboronic acid C1=C(C=CC=2C3=CC=C(C=C3C3=CC=CC=C3C12)B(O)O)B(O)O